1-[2-(2-oxo-2,3-dihydro-1H-indol-3-yl)acetyl]pyrrolidine-2-carboxamide O=C1NC2=CC=CC=C2C1CC(=O)N1C(CCC1)C(=O)N